COC1=CC=C(C=CC(=O)O)C=C1 4-methoxycinnamic acid